O=C1NC(CCC1N1C(C=2C=CC(=C(C2C1=O)C#N)C1(CCN(CC1)CC1=CC=C(C=C1)F)O)=O)=O 2-(2,6-dioxopiperidin-3-yl)-5-(1-(4-fluorobenzyl)-4-hydroxypiperidin-4-yl)-1,3-dioxoisoindoline-4-carbonitrile